ClC1=C(OC=2C=CC(=NC2)NC(=O)C2=NN(C(CC2)=O)C)C=CC=C1 N-(5-(2-chlorophenoxy)pyridin-2-yl)-1-methyl-6-oxo-1,4,5,6-tetrahydropyridazine-3-carboxamide